N-(3-{5-cyclohexyl-2H-pyrazolo[3,4-b]pyridin-2-yl}-4-fluorophenyl)-3-fluoroazetidine C1(CCCCC1)C1=CC=2C(N=C1)=NN(C2)C=2C=C(C=CC2F)N2CC(C2)F